O1C=CC=2C(=NC=CC21)C2=CC=C(C(=O)NC13CC4(CC(CC(C1)C4)C3)O)C=C2 4-(furo[3,2-c]pyridin-4-yl)-N-(3-hydroxyadamantan-1-yl)benzamide